OC1(CC(C1)C(=O)N1CC2(C1)CCC(CC2)C2=CC(=CC(=C2)C(F)(F)F)OC)C ((1s,3s)-3-Hydroxy-3-methylcyclobutyl)(7-(3-methoxy-5-(trifluoromethyl)phenyl)-2-azaspiro[3.5]nonan-2-yl)methanone